C1(CCCC1)C1=CC(=NN1)NC1=NC(=NC=C1)N(C1CCC(CC1)CC(=O)O)C 2-(4-((4-((5-cyclopentyl-1H-pyrazol-3-yl)amino)pyrimidin-2-yl)(methyl)amino)cyclohexyl)acetic acid